(R)-2-(6-Chloro-4-(1-((cyclopropylmethyl)amino)ethyl)pyridin-2-yl)-6-(3-((4-methyl-4H-1,2,4-triazol-3-yl)methyl)oxetan-3-yl)isoindolin-1-one ClC1=CC(=CC(=N1)N1C(C2=CC(=CC=C2C1)C1(COC1)CC1=NN=CN1C)=O)[C@@H](C)NCC1CC1